imino(2-(1-(7-methoxy-1,8-naphthyridin-4-yl)piperidin-4-yl)ethyl)(methyl)-λ6-sulfanone N=S(=O)(C)CCC1CCN(CC1)C1=CC=NC2=NC(=CC=C12)OC